N1CC(C1)C(C)OC=1C=CC(=C2C=C(N=CC12)Cl)C(C)C 8-(1-(Azetidin-3-yl)ethoxy)-3-chloro-5-isopropylisoquinoline